tert-butyl 4-[4-methoxy-2-(phenoxycarbonylamino)phenyl]piperidine-1-carboxylate COC1=CC(=C(C=C1)C1CCN(CC1)C(=O)OC(C)(C)C)NC(=O)OC1=CC=CC=C1